2-methyl-2-(5-(5-(3-(trifluoro-methyl)pyridin-4-yl)-1,2,4-oxadiazol-3-yl)-1H-benzo[d][1,2,3]triazol-1-yl)propan-1-ol CC(CO)(C)N1N=NC2=C1C=CC(=C2)C2=NOC(=N2)C2=C(C=NC=C2)C(F)(F)F